CC=1N=C(SC1S(=O)(=O)N1CCN(CC1)C[C@H](C)NC1=NC=NC2=C(C=CC=C12)C(=O)N1[C@@H](CCC1)C(F)(F)F)NC(OC)=O methyl N-[4-methyl-5-({4-[(2S)-2-({8-[(2S)-2-(trifluoromethyl)pyrrolidine-1-carbonyl]quinazolin-4-yl}amino)propyl]piperazin-1-yl} sulfonyl)-1,3-thiazol-2-yl]carbamate